BrC1=CC=C(C=C1)CCS[NH-] N-(4-bromophenyl)ethylthioamide